hydroxy-2-butanone OCC(CC)=O